CNC(=O)C=1C=NC=C(C1)B1OC(C(O1)(C)C)(C)C N-methyl-5-(4,4,5,5-tetramethyl-1,3,2-dioxaborolanyl)pyridine-3-carboxamide